C([O-])([O-])=O.[K+].O[C@]1(CC2(OCCO2)CCC1)CNC=1C=C(C#N)C=CC1[N+](=O)[O-].[K+] |r| rac-3-(((7-Hydroxy-1,4-dioxaspiro[4.5]decan-7-yl)methyl)amino)-4-nitrobenzonitrile Potassium carbonate